Br.NC1=NC2=C(N1CCCCNC(OC(C)(C)C)=O)C=CC=C2N(C)CC2=CC=C(C=C2)OC tert-butyl (4-(2-amino-4-((4-methoxy-benzyl)(methyl)amino)-1H-benzo[d]imidazol-1-yl)butyl)carbamate, hydrobromide